C(C1=CC=CC=C1)(=O)N1CCC(CC1)CCCCNC(/C=C/C=1C=CC(=C(C1)C=1C=C2C(=CC(=CC2=CC1)S(=O)(=O)O)SOOO)F)=O (E)-6-(5-(3-((4-(1-benzoylpiperidin-4-yl)butyl)amino)-3-oxoprop-1-en-1-yl)-2-fluorophenyl)-4-(trioxidaneylthio)naphthalene-2-sulfonic acid